6-(3,6-Dihydro-2H-pyran-4-yl)-8-methoxy-N-((6-methylpyridazin-3-yl)methyl)quinazolin-4-amine O1CCC(=CC1)C=1C=C2C(=NC=NC2=C(C1)OC)NCC=1N=NC(=CC1)C